tert-butyl 4-{2-methanesulfinylimidazo[4,3-f][1,2,4]triazin-7-yl}piperidine-1-carboxylate CS(=O)C1=NN2C(C=N1)=CN=C2C2CCN(CC2)C(=O)OC(C)(C)C